N[C@H](CC1CCN(CC1)C(=O)OC(C)(C)C)C(=O)N(C)OC tert-butyl 4-[(2R)-2-azanyl-3-[methoxy(methyl)amino]-3-oxidanylidene-propyl]piperidine-1-carboxylate